ClC=1C=C(C=CC1C(NC1CN(CC1)C(=O)[C@H]1CNCC1)=O)NC(=O)C=1N(C(=CN1)C1=C(C(=C(C=C1)OC)F)F)C N-[3-chloro-4-[[1-[(3R)-pyrrolidine-3-carbonyl]pyrrolidin-3-yl]carbamoyl]phenyl]-5-(2,3-difluoro-4-methoxy-phenyl)-1-methyl-imidazole-2-carboxamide